(R or S)-1-((3-(ethoxy-methyl)-1-(2-(6-methylpyridin-3-yl)propan-2-yl)pyrrolidin-3-yl)methyl)-1H-imidazo[4,5-c]pyridine citrate C(CC(O)(C(=O)O)CC(=O)O)(=O)O.C(C)OC[C@]1(CN(CC1)C(C)(C)C=1C=NC(=CC1)C)CN1C=NC=2C=NC=CC21 |o1:17|